3-(5-(4-(2-(4-(3-bromophenyl)-3-oxopiperazin-1-yl)ethyl)piperidin-1-yl)-6-fluoro-3-hydroxy-1-oxoisoindolin-2-yl)piperidine-2,6-dione BrC=1C=C(C=CC1)N1C(CN(CC1)CCC1CCN(CC1)C=1C=C2C(N(C(C2=CC1F)=O)C1C(NC(CC1)=O)=O)O)=O